2,2'-Azanediylbis(N-(4-(((2S,4R)-2-methyl-1-propionyl-1,2,3,4-tetrahydroquinolin-4-yl)amino)phenyl)acetamide) N(CC(=O)NC1=CC=C(C=C1)N[C@@H]1C[C@@H](N(C2=CC=CC=C12)C(CC)=O)C)CC(=O)NC1=CC=C(C=C1)N[C@@H]1C[C@@H](N(C2=CC=CC=C12)C(CC)=O)C